NC1=NC(=C(C(=C1)N)[N+](=O)[O-])N 2,4,6-triamino-5-nitropyridine